5-(4-(benzyloxy) phenyl)-2-methylpentanoate C(C1=CC=CC=C1)OC1=CC=C(C=C1)CCCC(C(=O)[O-])C